C(=O)(O)CC1=C(C=C(C=C1)/N=N/C=1C=CC(=C(C(=O)O)C1)O)C1=NC(=NC=C1)NC1=CC=C(C=C1)C(F)(F)F (E)-5-((4-(carboxymethyl)-3-(2-((4-(trifluoromethyl)phenyl)amino)pyrimidin-4-yl)phenyl)diazenyl)-2-hydroxybenzoic acid